3-chloro-2-[2-[2-(2,6-dioxo-3-piperidyl)-1,3-dioxo-isoindolin-5-yl]oxyethoxy]-5-[1-methyl-1-[4-[(2-methylsulfonylpyrimidin-4-yl)methoxy]phenyl]ethyl]benzonitrile ClC=1C(=C(C#N)C=C(C1)C(C)(C1=CC=C(C=C1)OCC1=NC(=NC=C1)S(=O)(=O)C)C)OCCOC=1C=C2C(N(C(C2=CC1)=O)C1C(NC(CC1)=O)=O)=O